monochlorotrifluoroethane ClCC(F)(F)F